C(C)S(=O)(=O)C1=C(N=C(N1C)C1=CC=C(C=C1)C1(CC1)C#N)C1=NC=2C(=NC=C(C2)C(F)(F)F)N1C 1-(4-{5-(Ethylsulfonyl)-1-methyl-4-[3-methyl-6-(trifluoromethyl)-3H-imidazo[4,5-b]pyridin-2-yl]-1H-imidazol-2-yl}phenyl)cyclopropanecarbonitrile